FC(C)(C)C1=CC(=CC=N1)C 6-(2-fluoropropan-2-yl)-4-methylpyridine